C1=CC=C2C(=C1)C(=C[N]2)C[C@@H](C(=O)O)N The molecule is the L-enantiomer of tryptophanyl radical. It has a role as an animal metabolite and a plant metabolite. It is a L-amino acid radical and a tryptophanyl radical. It derives from a L-tryptophan. It is a conjugate base of a L-tryptophanyl radical cation. It is an enantiomer of a D-tryptophanyl radical.